N-(3-((2-butyl-1,3-dioxo-2,3-dihydro-1H-benzisoquinolin-6-yl)amino)-3-oxopropyl)-2,4-dihydroxy-3,3-dimethylbutyramide C(CCC)N1C(C2=C3C(=C(C=C2CC1=O)NC(CCNC(C(C(CO)(C)C)O)=O)=O)C=CC=C3)=O